N=1C=C(N2N=CC=CC21)C#CC2=C(C(=O)NC1=CC(=CC(=C1)C(F)(F)F)C1=CC=NC=C1)C=CC(=C2)C (imidazo[1,2-b]pyridazin-3-ylethynyl)-4-methyl-N-(3-(pyridin-4-yl)-5-(trifluoromethyl)phenyl)benzamide